hexaanimine manganese bromide [Br-].[Mn+2].C(CCCCC)=N.[Br-]